ethyl para-anisate C(C1=CC=C(C=C1)OC)(=O)OCC